styrene-maleamic acid C(=CC1=CC=CC=C1)/C(=C/C(=O)O)/C(=O)N